BrC(C(=O)C1=CC=CC=C1)(F)Br 2,2-dibromo-2-fluoro-1-phenylethane-1-one